C(C)OC(C1=CC(=C(C=C1)Cl)C=1C(=NN(C1)C)N)=O 3-(3-amino-1-methyl-1H-pyrazol-4-yl)-4-chloro-benzoic acid ethyl ester